tert-butyl 2-(4-(trifluoromethyl) phenyl)-6,7-dihydrothieno[3,2-c]pyridine-5(4H)-carboxylate FC(C1=CC=C(C=C1)C1=CC=2CN(CCC2S1)C(=O)OC(C)(C)C)(F)F